ClC1=C(C(=O)NNC(C2=CC(=C(C=C2)C)C#CC=2CN(C3=CC=CC=C3C2)O)=O)C(=CC=C1)C 3-(1-Hydroxy-quinolin-3-ylethynyl)-4-methyl-benzoic acid N'-(2-chloro-6-methyl-benzoyl)hydrazide